CC1=C(C(=CC=C1)C)C=1C=C(C=NC1)C(CC(=O)O)NC(C(CC(C)C)N1C(C=CC=C1)=O)=O 3-(5-(2,6-dimethylphenyl)pyridin-3-yl)-3-(4-methyl-2-(2-oxopyridin-1(2H)-yl)pentanamido)propanoic acid